C(C)(=O)N1C2CC2CC1C(=O)NC(C1=CC=C(C=C1)C(C)C)C1=CC=CC=C1 2-acetyl-N-{phenyl-[4-(prop-2-yl)phenyl]methyl}-2-azabicyclo[3.1.0]hexane-3-carboxamide